COC(=O)CC1C2C3C4C=CC(C3C(C1)C2)C4 8-methoxycarbonylmethyl-tetracyclo[4.4.0.12,5.17,10]-3-dodecene